2,2,2-trifluoro-1-[1-[(3S)-tetrahydrofuran-3-yl]-6-(trifluoromethyl)indol-3-yl]ethanone FC(C(=O)C1=CN(C2=CC(=CC=C12)C(F)(F)F)[C@@H]1COCC1)(F)F